(2R)-2-{[tert-Butyl(dimethyl)silyl]oxy}-2-cyclopropyl-N-(4-methoxybenzyl)ethanamine [Si](C)(C)(C(C)(C)C)O[C@@H](CNCC1=CC=C(C=C1)OC)C1CC1